CN1N=CC2=C(C(=CC=C12)C)NC(OC(C)(C)C)=O tert-butyl (1,5-dimethyl-1H-indazol-4-yl)carbamate